FC1=CC=C([C@@H](C)N)C=C1 (R)-4-fluoro-α-methylbenzylamine